FC(C1=C(C(=O)OC)C=CC=N1)(F)F methyl 2-trifluoromethylnicotinate